1-(4,4-difluorocyclohexyl)-3,3-dimethyl-2,3-dihydro-1H-pyrrolo[3,2-b]pyridine-5-carboxylic acid FC1(CCC(CC1)N1CC(C2=NC(=CC=C21)C(=O)O)(C)C)F